C(C)(C)(C)OC(=O)\N=C\1/N(C=CN1C)CC=1C=C2C([C@H](COC2=C(C1)C1=C(C=C(C=C1)F)C)CC=1C=CC(=C(OCC(=O)O)C1)F)=O (S,Z)-2-(5-((6-((2-((tert-butoxycarbonyl)imino)-3-methyl-2,3-dihydro-1H-imidazole-1-yl)methyl)-8-(4-fluoro-2-methylphenyl)-4-oxochroman-3-yl)methyl)-2-fluorophenoxy)acetic acid